2-bromo-N1,N1,N3-tri(naphthalen-1-yl)-N3-(naphthalen-2-yl)benzene-1,3-diamine BrC1=C(C=CC=C1N(C1=CC2=CC=CC=C2C=C1)C1=CC=CC2=CC=CC=C12)N(C1=CC=CC2=CC=CC=C12)C1=CC=CC2=CC=CC=C12